(R)-N-(5-fluorochroman-4-yl)-2-(piperazin-1-yl)benzo[d]thiazole-6-carboxamide FC1=C2[C@@H](CCOC2=CC=C1)NC(=O)C1=CC2=C(N=C(S2)N2CCNCC2)C=C1